7-bromo-3-ethyl-8-methoxy-3-methyl-5-phenyl-2,3-dihydro-1,5-benzothiazepin-4(5H)-one BrC=1C(=CC2=C(N(C(C(CS2)(C)CC)=O)C2=CC=CC=C2)C1)OC